C(C=C)(=O)N1CCN(CC1)C(CC)C1=CC=C(C=C1)[C@H](C)NC1=NC=C2C=CC(N(C2=C1)CC)=O 7-((S)-1-{4-[1-(4-Acryloyl-piperazin-1-yl)-propyl]-phenyl}-ethylamino)-1-ethyl-1H-[1,6]naphthyridin-2-on